N-((6,7-dichloro-3-(1-(tetrahydro-2H-pyran-2-yl)-1H-pyrazol-4-yl)-1H-indol-2-yl)methyl)-2-(pyrazin-2-yl)acetamide ClC1=CC=C2C(=C(NC2=C1Cl)CNC(CC1=NC=CN=C1)=O)C=1C=NN(C1)C1OCCCC1